(E)-9-((3-methylbenzylidene)amino)-2-morpholino-N-(pyridin-4-ylmethyl)-9H-purin-6-amine CC=1C=C(\C=N\N2C3=NC(=NC(=C3N=C2)NCC2=CC=NC=C2)N2CCOCC2)C=CC1